2-((R,6E,10E)-14-cyclopentylidene-3-hydroxy-3,7,11-trimethyltetradecane-6,10-dien-1-yl)-3,5,6-trimethylcyclohexa-2,5-diene-1,4-dione C1(CCCC1)=CCC/C(=C/CC/C(=C/CC[C@@](CCC=1C(C(=C(C(C1C)=O)C)C)=O)(C)O)/C)/C